2'-anilino-6'-(N-ethyl-N-isopentylamino)-3'-methylspiro[phthalide-3,9'-xanthene] N(C1=CC=CC=C1)C1=CC=2C3(C4=CC=C(C=C4OC2C=C1C)N(CCC(C)C)CC)OC(=O)C1=CC=CC=C13